C(C)S(=O)(=O)C1=CC=C(C=C1)N1N=C2C(=N1)C=CC(=C2)N 2-(4-ethylsulfonylphenyl)benzotriazol-5-amine